tert-butyl (S)-4-(7-chloro-6-fluoro-1-(P)-(2-isopropyl-4-methylpyridin-3-yl)-2-oxo-1,2-dihydropyrido[2,3-d]pyrimidin-4-yl)-3-methylpiperazine-1-carboxylate ClC=1C(=CC2=C(N(C(N=C2N2[C@H](CN(CC2)C(=O)OC(C)(C)C)C)=O)C=2C(=NC=CC2C)C(C)C)N1)F